N1-(2-Aminoethyl)-propane-1,3-diamine NCCNCCCN